1-(4-cyanobenzyl)-1H-indole-7-carboxylic acid C(#N)C1=CC=C(CN2C=CC3=CC=CC(=C23)C(=O)O)C=C1